(R)-3-(3-(6-(2-((1-((3S,4S)-3-Fluoro-1-methylpiperidin-4-yl)-1H-pyrazol-4-yl)amino)pyrimidin-4-yl)pyridin-2-yl)isoxazol-5-yl)-3-hydroxy-1-methylpyrrolidin-2-one F[C@H]1CN(CC[C@@H]1N1N=CC(=C1)NC1=NC=CC(=N1)C1=CC=CC(=N1)C1=NOC(=C1)[C@]1(C(N(CC1)C)=O)O)C